2-(6-{5-chloro-2-[(oxan-4-yl)amino]pyrimidin-4-yl}-1-oxo-2,3-dihydro-1H-isoindol-2-yl)-N-[(1S,2S)-1-(3-fluoro-5-methoxyphenyl)-2-hydroxybutyl]acetamide ClC=1C(=NC(=NC1)NC1CCOCC1)C1=CC=C2CN(C(C2=C1)=O)CC(=O)N[C@H]([C@H](CC)O)C1=CC(=CC(=C1)OC)F